BrCC[C@H]1C([C@H]2CC=C[C@@H]12)=O |r| (+-)-(1R,5S,7R)-7-(2-bromoethyl)bicyclo[3.2.0]hept-2-en-6-one